CCCCCCCCCC(=O)SCCNC(=O)CCNC(=O)[C@@H](C(C)(C)COP(=O)(O)O)O The molecule is an S-acyl-4'-phosphopantetheine obtained by formal condensation of the thiol group of D-pantetheine 4'-phosphate with the carboxy group of decanoic acid. It has a role as a mouse metabolite. It derives from a decanoic acid. It is a conjugate acid of a S-decanoyl-4'-phosphopantetheine(2-).